2-((2S)-1-acryloyl-4-((2R)-4-methyl-2'-(((S)-1-methylpyrrolidin-2-yl)methoxy)-8'-oxo-3,4,5',8'-tetrahydro-1H,6'H-spiro[naphthalene-2,7'-quinazolin]-4'-yl)piperazin-2-yl)acetonitrile C(C=C)(=O)N1[C@H](CN(CC1)C1=NC(=NC=2C([C@@]3(CCC12)CC1=CC=CC=C1C(C3)C)=O)OC[C@H]3N(CCC3)C)CC#N